4,4-difluorocyclohexyl-(methyl)-1,2,5-oxadiazole-3-carboxamide FC1(CCC(CC1)NC(=O)C1=NON=C1C)F